1-(2,2-difluoroethyl)-6-(2-((4-(trifluoromethyl)pyridin-3-yl)oxy)-7-azaspiro[3.5]nonan-7-yl)-1H-pyrazolo[3,4-b]pyrazine FC(CN1N=CC=2C1=NC(=CN2)N2CCC1(CC(C1)OC=1C=NC=CC1C(F)(F)F)CC2)F